ClC1=C(C(=O)NC2=C(C(=CC=C2F)NC(C(F)(F)F)=O)F)C=C(C=C1F)NC(=O)[C@@H]1C([C@H]1C1=CC(=C(C=C1)F)C(F)(F)F)(Cl)Cl 2-Chloro-5-((1R,3R)-2,2-dichloro-3-(4-fluoro-3-(trifluoromethyl)phenyl)cyclopropane-1-carboxamido)-N-(2,6-difluoro-3-(2,2,2-trifluoroacetamido)phenyl)-3-fluorobenzamide